C(#C)C1=CC(=C(C=C1)C1=C(C=C(N=N1)C(C(=O)N)NCC)C)O (6-(4-ethynyl-2-hydroxyphenyl)-5-methylpyridazin-3-yl)-2-(ethylamino)acetamide